CC(CC(C)(OOC(C)(C)C)C)O 1,3-dimethyl-3-(t-butylperoxy)butanol